ClC1=C(C(=NN1C)C(F)(F)F)CN 1-[5-chloro-1-methyl-3-(trifluoromethyl)pyrazol-4-yl]Methylamine